({[(2R,3S,4R,5R)-5-(6-chloro-4-{[(1S)-1-(2-fluorophenyl)ethyl]amino}-1H-pyrazolo[3,4-d]pyrimidin-1-yl)-3,4-dihydroxyoxolan-2-yl]methoxy}methyl)phosphonic acid ClC1=NC(=C2C(=N1)N(N=C2)[C@H]2[C@@H]([C@@H]([C@H](O2)COCP(O)(O)=O)O)O)N[C@@H](C)C2=C(C=CC=C2)F